COC1=C(CNC(=O)C=2OC=C(N2)C2=NC(=NC=C2C)NC2=CC=NN2C)C=CC=C1 N-(2-methoxybenzyl)-4-(5-methyl-2-((1-methyl-1H-pyrazol-5-yl)amino)pyrimidin-4-yl)oxazole-2-carboxamide